tributyl-(1-methylpyrazol-3-yl)stannane C(CCC)[Sn](C1=NN(C=C1)C)(CCCC)CCCC